C(C)(=O)O[C@@H]1/C=C/[C@@H]([C@H](OC(C[C@@H](CC[C@@]1(C)O)O)=O)\C(\C)=C\C=C\C(C)(C1=CC=CC=C1)O)C [(2S,3S,4E,6R,7R,10R)-7,10-dihydroxy-2-[(2E,4E)-6-hydroxy-6-phenylhepta-2,4-dien-2-yl]-3,7-dimethyl-12-oxo-1-oxacyclododec-4-en-6-yl] acetate